2-((2S,3S,4S)-5-chloro-6-fluoro-2-((((trans)-4-hydroxy-4-methylcyclohexyl)amino)methyl)-3-methyl-2-phenyl-2,3-dihydrobenzofuran-4-yl)-3-fluoro-4-(2-hydroxy-2-methylpropoxy)benzamide ClC=1C(=CC2=C([C@@H]([C@](O2)(C2=CC=CC=C2)CNC2CCC(CC2)(C)O)C)C1C1=C(C(=O)N)C=CC(=C1F)OCC(C)(C)O)F